4-(3-(6-fluoropyridin-3-yl)pyrazolo[1,5-a]pyrimidin-5-yl)piperazine-1-carboxylic acid isopropyl ester C(C)(C)OC(=O)N1CCN(CC1)C1=NC=2N(C=C1)N=CC2C=2C=NC(=CC2)F